4-((3,4-dioxo-2-((2,5,5-trimethyl-4,5,6,7-tetrahydrobenzo[d]thiazol-4-yl)amino)cyclobut-1-en-1-yl)amino)-3-hydroxy-N,N-dimethylpicolinamide O=C1C(=C(C1=O)NC1=C(C(=NC=C1)C(=O)N(C)C)O)NC1C(CCC2=C1N=C(S2)C)(C)C